N-((S)-1-(4,4-difluorocyclohexyl)-2-oxo-2-((4-(((3S,5S)-2-oxo-5-(trifluoromethyl)pyrrolidin-3-yl)methyl)pyridin-2-yl)amino)ethyl)-1-ethyl-1H-pyrazole-5-carboxamide FC1(CCC(CC1)[C@@H](C(NC1=NC=CC(=C1)C[C@@H]1C(N[C@@H](C1)C(F)(F)F)=O)=O)NC(=O)C1=CC=NN1CC)F